C(C)N(CC(CS(=O)(=O)[O-])O)C=1C=C(C=CC1)C.[Na+] sodium 3-[ethyl(m-tolyl)amino]-2-hydroxy-1-propanesulfonate